CN1N=CC=2C=NC=3C=CC(=CC3C21)C(=O)NNC([2H])([2H])[2H] 1-methyl-N'-(methyl-d3)-1H-pyrazolo[4,3-c]quinoline-8-carbohydrazide